3-hydroxy-3-methylbutyric acid sodium [Na].OC(CC(=O)O)(C)C